C(C1=CC=CC=C1)N1CC2(CNC3=CC(=CC=C3C2)Br)CC1 1-benzyl-7'-bromo-1',4'-dihydro-2'H-spiro[pyrrolidine-3,3'-quinoline]